2-(4-(((1S,3R)-3-hydroxycyclopentyl)amino)-1H-pyrrolo[2,3-b]pyridin-5-yl)oxazole-4-carboxamide O[C@H]1C[C@H](CC1)NC1=C2C(=NC=C1C=1OC=C(N1)C(=O)N)NC=C2